COC(=O)C=1C=CC(=C(N[C@@H](C)C2CC3(CN(C3)C(=O)OC(C)(C)C)C2)C1)C(F)(F)F tert-butyl 6-{(1S)-1-[5-(methoxycarbonyl)-2-(trifluoromethyl) anilino] ethyl}-2-azaspiro[3.3]heptane-2-carboxylate